Ethyl 2-(4-((2,5-dioxo-3-(4-(trifluoromethoxy) phenyl) imidazolidin-1-yl) methyl)-2,6-dimethylphenoxy)-2-methylpropionate O=C1N(C(CN1C1=CC=C(C=C1)OC(F)(F)F)=O)CC1=CC(=C(OC(C(=O)OCC)(C)C)C(=C1)C)C